(R)-2-(1-(3-chlorophenyl)-1H-pyrazol-4-yl)-N-(3-(oxetan-3-yl)-1H-pyrazol-5-yl)propanamide ClC=1C=C(C=CC1)N1N=CC(=C1)[C@H](C(=O)NC1=CC(=NN1)C1COC1)C